N-(2-(4-(cyclopropylmethyl)piperazine-1-yl)-5-((6-((R)-3-(3,4-dichlorophenyl)isoxazolidine-2-yl)pyrimidine-4-yl)amino)-4-methoxyphenyl)acrylamide C1(CC1)CN1CCN(CC1)C1=C(C=C(C(=C1)OC)NC1=NC=NC(=C1)N1OCC[C@@H]1C1=CC(=C(C=C1)Cl)Cl)NC(C=C)=O